2-methyl-5-[(2-methyl-1,3-thiazol-5-yl)methoxy]-N-(oxetan-4-yl)-2H-indazole-3-carboxamide CN1N=C2C=CC(=CC2=C1C(=O)NC1CCO1)OCC1=CN=C(S1)C